COC([C@@H](NC([C@H](CCC1=CC=CC=C1)NC(=O)OC(C)(C)C)=O)CSC)=O N-((S)-2-((tert-butoxycarbonyl)amino)-4-phenylbutyryl)-S-methyl-L-cysteine methyl ester